[14C]([14CH3])(=O)O acetic acid-14C2